FC1=C2C(C=C(NC2=CC(=C1C=1C=NN(C1)C)F)C=1C=C(C#N)C=CC1S(=O)(=O)C)=O 3-[5,7-difluoro-6-(1-methylpyrazol-4-yl)-4-oxo-1H-quinolin-2-yl]-4-methylsulfonyl-benzonitrile